(Z)-tert-butyl 2-[(5-amino-1,2,4-thiadiazol-3-yl)-carboxy-methyleneaminooxy]-2-methylpropionate NC1=NC(=NS1)/C(=N/OC(C(=O)OC(C)(C)C)(C)C)/C(=O)O